C(C)OC(C1=C(C(=NC=C1F)Br)C)=O.OCC(C)(C)C1=C(SC(=C1)C(C)=NOC1=CC=C(C=C1)C(F)(F)F)C(=O)N (1-hydroxy-2-methyl-2-propyl)-5-(1-((4-(trifluoromethyl)phenoxy)imino)ethyl)thiophene-2-carboxamide ethyl-2-bromo-5-fluoro-3-methylisonicotinate